C1(CCC1)C=1C(=NN(C1NC(OC(C)C1CC(C1)(F)F)=O)C)C1CC(C1)(F)F 1-(3,3-difluorocyclobutyl)ethyl (4-cyclobutyl-3-(3,3-difluoro-cyclobutyl)-1-methyl-1H-pyrazol-5-yl)carbamate